2-morpholino-3-(4-tert-butylphenylseleno)1,4-naphthoquinone O1CCN(CC1)C=1C(C2=CC=CC=C2C(C1[Se]C1=CC=C(C=C1)C(C)(C)C)=O)=O